5-(N,N-diisopropylaminosulfonyl)amino-3-(1-neopentyl-1,2,3,6-tetrahydropyridin-4-yl)-1H-indole C(C)(C)N(S(=O)(=O)NC=1C=C2C(=CNC2=CC1)C=1CCN(CC1)CC(C)(C)C)C(C)C